dodeca-8,10-diene-1-yl acetate C(C)(=O)OCCCCCCCC=CC=CC